FC(N1N=NC=2[C@H](N(C=3C(=NC=CC3C21)NC2=CC(=NC=C2C(CC([2H])([2H])[2H])=O)NC(=O)C2CC2)C)C)F |r| (R/S)-N-(4-((1-(difluoromethyl)-4,5-dimethyl-4,5-dihydro-1H-[1,2,3]triazolo[4,5-c][1,7]naphthyridin-6-yl)amino)-5-(propanoyl-3,3,3-d3)pyridin-2-yl)cyclopropanecarboxamide